C(C)(C)(C)OC(=O)N1CC2=CC=C(C=C2CC1)OC1CCN(CC1)C.ClC1=C(C=CC=C1)CC(=O)NC1=CC(=C2C=C(N=CC2=C1)C#N)S(N)(=O)=O 2-(2-chlorophenyl)-N-(3-cyano-5-sulfamoylisoquinolin-7-yl)acetamide tert-Butyl-6-((1-methylpiperidin-4-yl)oxy)-3,4-dihydroisoquinoline-2(1H)-carboxylate